N4-(2-dimethylaminoethyl)-N-[4-(1H-indol-3-yl)pyrimidin-2-yl]-2-methoxy-N'-methyl-5-nitrobenzene-1,4-diamine CN(CCN(C1=CC(=C(C=C1[N+](=O)[O-])NC1=NC=CC(=N1)C1=CNC2=CC=CC=C12)OC)C)C